5-(3,8-diazabicyclo[3.2.1]octan-3-yl)-2-(2,6-dioxopiperidin-3-yl)isoindoline-1,3-dione C12CN(CC(CC1)N2)C=2C=C1C(N(C(C1=CC2)=O)C2C(NC(CC2)=O)=O)=O